5-[4-amino-5-(trifluoromethyl)pyrrolo[2,1-f][1,2,4]triazin-7-yl]-N-{1-[2-(2,2-difluorocyclopropyl)ethyl]-4-fluoropyrrolidin-3-yl}-2-methoxypyridine-3-carboxamide NC1=NC=NN2C1=C(C=C2C=2C=C(C(=NC2)OC)C(=O)NC2CN(CC2F)CCC2C(C2)(F)F)C(F)(F)F